5-[m-(6-chloro-5-fluoro-2,3-dihydro-1-benzofuran-2-yl)phenyl]-1H-tetraazole ClC1=CC2=C(CC(O2)C=2C=C(C=CC2)C2=NN=NN2)C=C1F